O1CC[C@@H](C2=CC=CC=C12)NC(=O)C=1C=NC2=C(N=CC=C2C1OC(C)C)C1=CC(=CC(=C1)Cl)Cl N-[(4S)-chroman-4-yl]-8-(3,5-dichlorophenyl)-4-isopropoxy-1,7-naphthyridine-3-carboxamide